CP1(C=CCC1)=O 1-Methyl-2-phospholen-1-oxid